methyl-4-(2-bromoacetyl)benzoate COC(C1=CC=C(C=C1)C(CBr)=O)=O